N-{(2S,3R,4S)-1-(cyclopropanecarbonyl)-2-[(2',3'-difluoro[1,1'-biphenyl]-3-yl)methyl]-4-fluoropyrrolidin-3-yl}ethanesulfonamide C1(CC1)C(=O)N1[C@H]([C@H]([C@H](C1)F)NS(=O)(=O)CC)CC=1C=C(C=CC1)C1=C(C(=CC=C1)F)F